O=CCC1CCN(CC1)C(=O)O 4-(2-oxoethyl)piperidine-1-carboxylic acid